1-methyl-3-(4-methyl-3-pentenyl)-3-cyclohexen-1-yl-carboxylic acid CC1(CC(=CCC1)CCC=C(C)C)C(=O)O